N-[2-[tert-butyl(diphenyl)silyl]oxy-2-methyl-propyl]-3-cyclopropyl-7-[(6-methylpyridazin-3-yl)amino]-7,8-dihydro-6H-cyclopenta[g]isoquinoline-5-sulfonamide [Si](C1=CC=CC=C1)(C1=CC=CC=C1)(C(C)(C)C)OC(CNS(=O)(=O)C=1C=2C=C(N=CC2C=C2C1CC(C2)NC=2N=NC(=CC2)C)C2CC2)(C)C